OC(=O)C(F)(F)F.C(CCCCCCCCCCCCC)N1C(N2C(CNCC2)C1=O)=O 2-tetradecyltetrahydroimidazo[1,5-a]pyrazine-1,3(2H,5H)-dione TFA salt